phosphorylurea C1(=O)NP(=N1)=O